[NH4+].S(=O)(=O)([O-])OCCCCCCCCCCCC lauryl alcohol sulfate ammonium salt